[Ga].[Au].[Pd] palladium gold gallium